N-(4-bromo-3-(difluoromethoxy)pyridin-2-yl)pivalamide BrC1=C(C(=NC=C1)NC(C(C)(C)C)=O)OC(F)F